NCC=1N=C2N(C=C(C=C2CCO)C2CC2)C1 2-(2-(aminomethyl)-6-cyclopropylimidazo[1,2-a]pyridin-8-yl)ethan-1-ol